C(C)(C)(C)OC(=O)N1CC(C(CC1)O)(C(=O)O)CCC1=CC(=CC=C1)C(F)(F)F 1-(tert-Butoxycarbonyl)-4-hydroxy-3-(3-(trifluoromethyl)phenethyl)piperidine-3-carboxylic acid